tert-Butyl (3S,4S)-4-(1,3-thiazol-2-yl)-3-(isoquinolin-5-ylcarbamoyl)pyrrolidine-1-carboxylate S1C(=NC=C1)[C@H]1[C@@H](CN(C1)C(=O)OC(C)(C)C)C(NC1=C2C=CN=CC2=CC=C1)=O